BrC1=CC(=CC=2N(N=NC21)C/C(=C/CNC(OC(C)(C)C)=O)/F)C(NC)=O Tert-butyl N-[(Z)-4-[4-bromo-6-(methylcarbamoyl)benzotriazol-1-yl]-3-fluoro-but-2-enyl]carbamate